NC1=C(C=C(C=N1)C=1C2=C(C(N(C1)CC(C)C)=O)N(N=C2)C)C2=CC=C(C=C2)N2C(CCC2)=O 4-(6-amino-5-(4-(2-oxopyrrolidin-1-yl)phenyl)pyridin-3-yl)-6-isobutyl-1-methyl-1,6-dihydro-7H-pyrazolo[3,4-c]pyridin-7-one